(R)-4-(7-fluoro-imidazo[1,2-a]pyridin-3-yl)-7-((6-(morpholino-methyl)-5-(tetrahydrofuran-3-yl)pyridin-2-yl)amino)isoindolin-1-one FC1=CC=2N(C=C1)C(=CN2)C2=C1CNC(C1=C(C=C2)NC2=NC(=C(C=C2)[C@@H]2COCC2)CN2CCOCC2)=O